6-[2-(trifluoromethyl)pyrimidin-5-yl]-2-azaspiro[3.3]heptane FC(C1=NC=C(C=N1)C1CC2(CNC2)C1)(F)F